CC1(CN(C(CC1)C)C(=O)OCC1=CC=CC=C1)C(=O)OC 1-benzyl 3-methyl 3,6-dimethylpiperidine-1,3-dicarboxylate